tert-Butyl((S)-1-(4-fluorobenzo[d]thiazol-2-yl)-1-oxo-3-((S)-2-oxopyrrolidin-3-yl)propan-2-yl)carbamate C(C)(C)(C)OC(N[C@H](C(=O)C=1SC2=C(N1)C(=CC=C2)F)C[C@H]2C(NCC2)=O)=O